BrC=1C=C2C3(C(N(C2=CC1)C1C(NC(CC1)=O)=O)=O)CC3 3-(5'-bromo-2'-oxospiro[cyclopropane-1,3'-indolin]-1'-yl)piperidine-2,6-dione